(1s,4s)-4-(3-bromoanilino)-2'-iodospiro[cyclohexane-1,1'-indene]-4-carboxylic acid BrC=1C=C(NC2(CCC3(C(=CC4=CC=CC=C34)I)CC2)C(=O)O)C=CC1